4-(5-amino-1-(1-(but-2-ynyl)piperidin-3-yl)imidazo[1,5-c]pyrimidin-3-yl)-3-cyano-N-(pyridin-2-yl)benzamide NC1=NC=CC=2N1C(=NC2C2CN(CCC2)CC#CC)C2=C(C=C(C(=O)NC1=NC=CC=C1)C=C2)C#N